tetrapropylammonium ammonium hydroxide [OH-].[NH4+].C(CC)[N+](CCC)(CCC)CCC.[OH-]